C(C#C)S(=O)N propargyl-sulfinamide